tert-butyl 4-(4-(4,7-dichloro-2-(1-((R)-6-fluoro-6,7-dihydro-5H-pyrrolo[1,2-c]imidazol-1-yl)-2-oxo-2-(thiazol-2-ylamino)ethyl)-2H-indazol-6-yl)phenyl)piperidine-1-carboxylate ClC=1C2=CN(N=C2C(=C(C1)C1=CC=C(C=C1)C1CCN(CC1)C(=O)OC(C)(C)C)Cl)C(C(NC=1SC=CN1)=O)C1=C2N(C=N1)C[C@@H](C2)F